CC=1SC=C(N1)C1=C(C=C(S1)C(=O)OC)[N+](=O)[O-] methyl 5-(2-methyl-1,3-thiazol-4-yl)-4-nitrothiophene-2-carboxylate